(1-oxopropyl)butanamide O=C(CC)C(C(=O)N)CC